1-(4-methylphenyl)-N,2-diphenylprop-2-ene-1-imine CC1=CC=C(C=C1)C(C(=C)C1=CC=CC=C1)=NC1=CC=CC=C1